bis-(3,4-dicarboxyphenyl) ether C(=O)(O)C=1C=C(C=CC1C(=O)O)OC1=CC(=C(C=C1)C(=O)O)C(=O)O